2,3-dibromo-4-methylpyridine BrC1=NC=CC(=C1Br)C